C(C)OC(C(CC)N1CCN(CCN(CCN(CC1)CC(OC(C)(C)C)=O)[C@H](C(=O)OCC)CC1=CC=C(C=C1)OCCOCC)CC(=O)OC(C)(C)C)=O |r| 2-[4,10-bis(2-tert-butoxy-2-oxoethyl)-7-{(2SR)-1-ethoxy-3-[4-(2-ethoxyethoxy)phenyl]-1-oxopropan-2-yl}-1,4,7,10-tetraazacyclododec-1-yl]butanoic acid ethyl ester